4-amino-7-(1H-pyrazol-5-yl)pyrrolo[1,2-a]quinoxaline-2-carboxylic acid ethyl ester C(C)OC(=O)C=1C=C2N(C3=CC=C(C=C3N=C2N)C2=CC=NN2)C1